N[C@H](CN1CC2=C(C(=C(C=C2CC1)O)N1CC(NS1(=O)=O)=O)F)C 5-{2-[(2S)-2-aminopropyl]-8-fluoro-6-hydroxy-1,2,3,4-tetrahydroisoquinolin-7-yl}-1λ6,2,5-thiadiazolidine-1,1,3-trione